C1CC12CCN(CC2)CCCCCCCSC2=C1CN(C(C1=CC=C2)=O)C2C(NC(CC2)=O)=O 3-(4-((7-(6-azaspiro[2.5]octan-6-yl)heptyl)thio)-1-oxoisoindolin-2-yl)piperidine-2,6-dione